N-(4-(4,4-difluoropiperidin-1-yl)-6-methylpyrimidin-2-yl)-6-((2-hydroxyethyl)sulfonamido)-4-(6-azaspiro[2.5]octan-6-yl)nicotinamide FC1(CCN(CC1)C1=NC(=NC(=C1)C)NC(C1=CN=C(C=C1N1CCC2(CC2)CC1)NS(=O)(=O)CCO)=O)F